OC1=C(C=CC(=C1C)OCCCCCC)C1=NC(=NC(=N1)C1=C(C(=C(C=C1)OCCCCCC)C)O)C1=C(C(=C(C=C1)OCCCCCC)C)O 2,4,6-tris(2-hydroxy-4-hexyloxy-3-methylphenyl)1,3,5-triazine